C(C)(C)(C)P(C1=C(C2=CC=CC=C2C=C1)C1=CC=CC2=CC=CC=C12)C(C)(C)C 2-(di-t-butylphosphino)-1,1-binaphthyl